nonanyl-quinoxaline-2-carboxamide C(CCCCCCCC)C=1C(=NC2=CC=CC=C2N1)C(=O)N